FC(C(C(C(F)(F)F)(F)F)(F)F)(S(=O)(=O)O)F perfluoro-butyl-sulfonic acid